BrC1=C(C(=O)OC)C=C(C=C1)COC1=CC(=CC=C1)CO[Si](C)(C)C(C)(C)C methyl 2-bromo-5-((3-((tert-butyl(dimethyl)silyl)oxymethyl)phenoxy)methyl)benzoate